C(C)(C)(C)OC(=O)N[C@H]1CN(C[C@@H]1OC([2H])([2H])[2H])C(=O)OCC1=CC=CC=C1 benzyl (3S,4S)-3-((tert-butoxycarbonyl)amino)-4-(methoxy-d3)pyrrolidine-1-carboxylate